C1(=CC(C(CC1)C(C)C)C1=C(C=CC=C1)O)C p-menthenyl-phenol